3,9-bis[2-{3-(3-tert-butyl-4-hydroxy-5-methylphenyl)propenyloxy}-1,1-dimethylethyl]-2,4,8,10-tetraoxaspiro[5.5]undecane C(C)(C)(C)C=1C=C(C=C(C1O)C)CC=COCC(C)(C)C1OCC2(CO1)COC(OC2)C(COC=CCC2=CC(=C(C(=C2)C)O)C(C)(C)C)(C)C